N-((5-bromothiophen-2-yl)methyl)-2-((tert-butyldiphenylsilyl)oxy)acetamide Potassium ((2R,3S,4R,5R)-5-(3-carbamoylpyridin-1-ium-1-yl)-3,4-dihydroxytetrahydrofuran-2-yl)methylphosphate C(N)(=O)C=1C=[N+](C=CC1)[C@H]1[C@@H]([C@@H]([C@H](O1)COP(=O)([O-])[O-])O)O.[K+].BrC1=CC=C(S1)CNC(CO[Si](C1=CC=CC=C1)(C1=CC=CC=C1)C(C)(C)C)=O